dimercaptomethyl-1,11-dimercapto-3,6,9-trithiaundecane SC(S)C(CSCCSCCSCCS)S